6-methoxy-3-[(1S,3R)-3-[[4-(oxetan-3-yloxy)-5-(trifluoromethyl)pyrimidin-2-yl]amino]cyclohexyl]-[1,2,4]triazolo[4,3-a]pyridine-7-carboxamide COC=1C(=CC=2N(C1)C(=NN2)[C@@H]2C[C@@H](CCC2)NC2=NC=C(C(=N2)OC2COC2)C(F)(F)F)C(=O)N